FC=1C(=CC=C2NC=C(CCN(C)C)C12)OC 4-Fluoro-5-Methoxy-N,N-dimethyltryptamine